4-[[1-(4-chloro-2-fluoro-phenyl)pyrrolo[2,3-c]pyridin-4-yl]methyl]-3-fluoro-pyridin-2-amine ClC1=CC(=C(C=C1)N1C=CC=2C1=CN=CC2CC2=C(C(=NC=C2)N)F)F